((5-methylpyrimidin-2-yl)oxy)pyridin-2-amine CC=1C=NC(=NC1)OC=1C(=NC=CC1)N